3-(1-(4-chloro-3-nitrophenyl)piperidin-4-yl)propan-1-ol ClC1=C(C=C(C=C1)N1CCC(CC1)CCCO)[N+](=O)[O-]